F[P-](F)(F)(F)(F)F.N1(N=NC2=C1C=CC=C2)[NH+]=C(O)N (1H-benzotriazol-1-yl)uronium hexafluorophosphate